NCC1=CC(=C(C(=C1)C)NC(=O)C1=CC2=C(OCCC3=C2SC(=C3)C)C=C1C=1C(=NC(=CC1)C(NCCC)=O)C(=O)O)C 3-(9-((4-(aminomethyl)-2,6-dimethylphenyl)carbamoyl)-2-methyl-4,5-dihydrobenzo[b]thieno[2,3-d]oxepin-8-yl)-6-(propylcarbamoyl)picolinic acid